5-CHLORO-1-CYCLOHEPTYL-3-(TRIFLUOROMETHYL)-1H-PYRAZOLE-4-CARBALDEHYDE ClC1=C(C(=NN1C1CCCCCC1)C(F)(F)F)C=O